C(C#CC)(=O)N1CCC(CC1)C1C=2N(NCC1)C(=C(N2)C2=CC=C(C=C2)OC2=CC=C(C=C2)F)C(=O)N 8-(1-(but-2-ynoyl)piperidin-4-yl)-2-(4-(4-fluorophenoxy)phenyl)-5,6,7,8-tetrahydroimidazo[1,2-b]pyridazine-3-carboxamide